3-[3-(2-propyl)-1-cyclohexen-1-yl]propanal pyridinium [NH+]1=CC=CC=C1.CC(C)C1C=C(CCC1)CCC=O